1,4-diamino-2-methoxymethyl-p-phenylenediamine NC1(C(=CC(C=C1)(N)N)COC)N